FC1=CC=C(C=C1)C(=O)N1CCC(CC1)CCCCNC(=O)C1=CC=2C(=CN=CC2)S1 N-(4-{1-[(4-fluorophenyl)carbonyl]piperidin-4-yl}butyl)thieno[2,3-c]pyridine-2-carboxamide